C(C1=CC=CC=C1)N1CCC(CC1)(F)CC1CC2=C(S1(=O)=O)C=C(C(=C2)OC)OC ((1-benzyl-4-fluoropiperidin-4-yl)methyl)-5,6-dimethoxy-2,3-dihydrobenzo[b]thiophene 1,1-dioxide